2-((1R,2S)-2-(((tert-butyldiphenylsilyl) oxy) methyl) cyclopropyl)-6-chloronicotinate [Si](C1=CC=CC=C1)(C1=CC=CC=C1)(C(C)(C)C)OC[C@@H]1[C@@H](C1)C1=C(C(=O)[O-])C=CC(=N1)Cl